Cl.C(C1=CN=CC=C1)(=O)N Nicotinamide Hydrochloride